C(C)OC(\C(\C(C)=O)=C/C1=CC=CC=C1)=O (Z)-2-benzylidene-3-oxobutanoic acid ethyl ester